2-(tert-butyl)-N-(2-methyl-4-(6-((1-methyl-1H-imidazol-4-yl)amino)pyrimidin-4-yl)benzyl)thiazole-5-carboxamide C(C)(C)(C)C=1SC(=CN1)C(=O)NCC1=C(C=C(C=C1)C1=NC=NC(=C1)NC=1N=CN(C1)C)C